methyl 3-(4-fluorophenyl)-1-methyl-4-(phenylsulfonamido)-1H-pyrazole-5-carboxylate FC1=CC=C(C=C1)C1=NN(C(=C1NS(=O)(=O)C1=CC=CC=C1)C(=O)OC)C